(R)-N-(1-(2-chloro-6-fluorophenyl)-1,4,5,7-tetrahydropyrano[3,4-c]pyrazol-4-yl)-4,5,6,7-tetrahydro-1H-indazole-3-carboxamide ClC1=C(C(=CC=C1)F)N1N=CC2=C1COC[C@@H]2NC(=O)C2=NNC=1CCCCC21